5-phenyl-2-((piperidin-3-ylamino)methylene)cyclohexane-1,3-dione hydrochloride Cl.C1(=CC=CC=C1)C1CC(C(C(C1)=O)=CNC1CNCCC1)=O